7-((3s,5s,7s)-adamantan-1-yl)-N-(tert-butyl)-7H-benzo[d]pyrido[1',2':1,2]imidazo[4,5-f][1,3]diazepin-6-amine C12(CC3CC(CC(C1)C3)C2)N2C(=NC3=C(C1=C2N2C(=N1)C=CC=C2)C=CC=C3)NC(C)(C)C